1-isobutyryl-N-(4-(6-methoxypyridin-2-yl)benzyl)-6-methylpiperazine-2-carboxamide C(C(C)C)(=O)N1C(CNCC1C)C(=O)NCC1=CC=C(C=C1)C1=NC(=CC=C1)OC